N[C@@H]1CN(CC[C@H]1F)C1=NC2=C(N1CC(=O)N1C3C(OCC1)CCOC3)C=C(C(=C2)F)F 2-(2-((3r,4r)-3-amino-4-fluoropiperidin-1-yl)-5,6-difluoro-1H-benzo[d]imidazol-1-yl)-1-(hexahydropyrano[4,3-b][1,4]oxazin-4(7H)-yl)ethanone